NCC[C@@H]1N(CC2(CC2)C1)C(=O)OC(C)(C)C tert-butyl (6R)-6-(2-aminoethyl)-5-azaspiro[2.4]heptane-5-carboxylate